C[Si](CCOCN1C=CC=2C1=NC(=CN2)N)(C)C 5-((2-(trimethylsilyl)ethoxy)methyl)-5H-pyrrolo[2,3-b]pyrazin-3-amine